(4-(benzyloxy)phenyl)-4-(4-cyclopropylpiperazin-1-yl)-7H-pyrrolo[2,3-d]pyrimidine C(C1=CC=CC=C1)OC1=CC=C(C=C1)C=1N=C(C2=C(N1)NC=C2)N2CCN(CC2)C2CC2